C(CCC)\C(=C/C(=O)OCCCCCCCCN(CCCCCCCCOC(C=C(CCCCCC)CCCC)=O)CCCCO)\CCCCCC ((4-hydroxybutyl)azanediyl)bis(octane-8,1-diyl) (2E,2'E)-bis(3-butylnon-2-enoate)